C1=C(C=CC2=NC=C3C=CC=CC3=C12)C=O Phenanthridine-2-carbaldehyde